C[C@H](C(=O)O)CC (S)-methylbutyric acid